CC=1N=CSC1C1=CC=C(C=C1)CNC(=O)C1NCCC1 N-[[4-(4-methyl-1,3-thiazol-5-yl)phenyl]methyl]pyrrolidine-2-carboxamide